(S)-1-(1-((2-(4-((4-(morpholinomethyl)phenyl)ethynyl)phenyl)oxazol-4-yl)methyl)-1H-Imidazol-2-yl)ethan-1-ol O1CCN(CC1)CC1=CC=C(C=C1)C#CC1=CC=C(C=C1)C=1OC=C(N1)CN1C(=NC=C1)[C@H](C)O